BrC=1C=CC(=NC1)N1CC2(CN(C2)C(=O)OC(C)(C)C)C1 tert-butyl 6-(5-bromo-2-pyridyl)-2,6-diazaspiro[3.3]heptane-2-carboxylate